4-oxobutanoic acid dihydrochloride Cl.Cl.O=CCCC(=O)O